FC=1C=CC(=C(C1)C1(CC1)C1=NOC(=N1)C1=NN(C=C1)C)C 3-(1-(5-fluoro-2-methylphenyl)cyclopropyl)-5-(1-methyl-1H-pyrazol-3-yl)-1,2,4-oxadiazole